4-chloro-5-[4-(2-chloro-benzenesulfonyl)-[1,4]diazepan-1-yl]-benzofuran-2-carboxylic acid ClC1=C(C=CC2=C1C=C(O2)C(=O)O)N2CCN(CCC2)S(=O)(=O)C2=C(C=CC=C2)Cl